CS(=O)(=O)[O-].C(CCCCCCC)[NH+]1C=C(C=C1)CCC 1-octyl-3-propylpyrrolium methanesulfonate